3-(4-((4-methyl-piperazin-1-yl)methyl)-3-(trifluoromethyl)phenyl)urea CN1CCN(CC1)CC1=C(C=C(C=C1)NC(N)=O)C(F)(F)F